tert-butyl 2-bromo-3-[2-(methylamino)pyridin-4-yl]-6,7-dihydropyrazolo[1,5-a]pyrazine-5(4H)-carboxylate BrC1=NN2C(CN(CC2)C(=O)OC(C)(C)C)=C1C1=CC(=NC=C1)NC